3-hydroxy-3-(2-oxo-2-(3-chlorophenyl)ethyl)indol-2-one OC1(C(NC2=CC=CC=C12)=O)CC(C1=CC(=CC=C1)Cl)=O